5-(6-fluoro-4-methyl-1H-indole-2-carbonyl)-N-[(2R)-1,1,1-trifluoropropan-2-yl]-4H,5H,6H,7H-pyrazolo[1,5-a]pyrazine-3-carboxamide FC1=CC(=C2C=C(NC2=C1)C(=O)N1CC=2N(CC1)N=CC2C(=O)N[C@@H](C(F)(F)F)C)C